C(C)O[Si](CCC1CC(CCC1)C(C)=S)(OCC)OCC 1-(2-triethoxysilyl-1-ethyl)-3-thioacetylcyclohexane